FC1(CC[N+](CC1)(CC(=O)NC1=NOC=C1C)CC(=O)NC1=C(SC=C1C)C(=O)OC)C (1s,4s)-4-fluoro-1-(2-((2-(methoxycarbonyl)-4-methylthiophen-3-yl)amino)-2-oxoethyl)-4-methyl-1-(2-((4-methylisoxazol-3-yl)amino)-2-oxoethyl)piperidin-1-ium